FC(OCC1CN(C1)C(=O)C=1C=NN(C1)C12CC(C1)(C2)NC(OC(C)(C)C)=O)(F)F tert-butyl [3-(4-{3-[(trifluoromethoxy)methyl]azetidine-1-carbonyl}-1H-pyrazol-1-yl)bicyclo[1.1.1]pentan-1-yl]carbamate